2-{1-[(pyridin-2-yl)-amino]cyclopropyl}-acetic acid N1=C(C=CC=C1)NC1(CC1)CC(=O)O